FC(C1=NN=C(O1)C1=CC(=C(CN(C(=O)N2CCS(CC2)(=N)=O)C2=CC(=CC=C2)C=2C=NC=CC2)C=C1)F)F N-(4-(5-(difluoromethyl)-1,3,4-oxadiazol-2-yl)-2-fluorobenzyl)-1-imino-N-(3-(pyridin-3-yl)phenyl)thiomorpholin-4-carboxamide 1-oxide